5-{4-[(3S)-3-aminopyrrolidin-1-yl]-5-(4,7-difluoro-1H-1,3-benzodiazol-2-yl)pyridin-3-yl}-2-(trifluoromethyl)benzonitrile N[C@@H]1CN(CC1)C1=C(C=NC=C1C1=NC2=C(N1)C(=CC=C2F)F)C=2C=CC(=C(C#N)C2)C(F)(F)F